tert-butyl 2-[(3-chloro-5-methoxy-anilino)methyl]prop-2-enoate ClC=1C=C(NCC(C(=O)OC(C)(C)C)=C)C=C(C1)OC